C(C)(C)OC=1C=2N(C=NC1C=1C=NNC1)N=C(N2)NC2=C(C=CC=C2)S(=O)(=O)Cl {[8-isopropoxy-7-(1H-pyrazol-4-yl)-[1,2,4]triazolo[1,5-c]pyrimidin-2-yl]amino}benzenesulfonyl chloride